NC(C(=NNC1=CC=C(C=C1)C1=NC=CC=N1)C#N)=O 2-amino-2-oxo-N'-(4-(pyrimidin-2-yl)phenyl)acetohydrazonoyl cyanide